C(=O)(OC(C)(C)C)N[C@H](C(=O)O)CCC(=O)N[C@@H](CS)C(=O)NCC(=O)O N-Boc-glutathione